2-(2-((5-Bromo-2-((5-methoxy-4-(4-methoxypiperidin-1-yl)-2-methylphenyl)amino)pyrimidine-4-yl)amino)phenyl)propan-2-ol BrC=1C(=NC(=NC1)NC1=C(C=C(C(=C1)OC)N1CCC(CC1)OC)C)NC1=C(C=CC=C1)C(C)(C)O